2,2'-{[6,6'-di(naphthalen-2-yl)[1,1'-binaphthalene]-2,2'-diyl]bis(oxyethane-2,1-diyloxy[1,1'-binaphthalene]-2',2-diyloxy)}di(ethan-1-ol) C1=C(C=CC2=CC=CC=C12)C=1C=C2C=CC(=C(C2=CC1)C1=C(C=CC2=CC(=CC=C12)C1=CC2=CC=CC=C2C=C1)OCCOC1=C(C2=CC=CC=C2C=C1)C1=C(C=CC2=CC=CC=C12)OCCO)OCCOC1=C(C2=CC=CC=C2C=C1)C1=C(C=CC2=CC=CC=C12)OCCO